ClC=1C(=NC(=C(C(=O)NC=2C=C(C=CC2)[S@](=O)(C)=NC(OC(C)(C)C)=O)C1C)N1CCC(CCC1)(F)F)C#N tert-butyl (R)-((3-(5-chloro-6-cyano-2-(4,4-difluoroazepan-1-yl)-4-methylnicotinamido)phenyl)(methyl)(oxo)-λ6-sulfaneylidene)carbamate